tert-Butyl 2,2-dimethyl-4-phenoxypiperidine-1-carboxylate CC1(N(CCC(C1)OC1=CC=CC=C1)C(=O)OC(C)(C)C)C